BrCC(=O)NCC(C1=C(C=CC=C1)Cl)(F)F 2-bromo-N-(2,2-difluoro-2-(2-chlorophenyl)ethyl)acetamide